COC=1C=C(C=CC1OC)C1=CN=CC(=N1)C=1SC=C(N1)C(=O)O 2-(6-(3,4-dimethoxyphenyl)pyrazin-2-yl)thiazol-4-carboxylic Acid